3-(4-bromo-3,5-difluoro-phenyl)-5-(triazol-1-ylmethyl)-4,5-dihydroisoxazole BrC1=C(C=C(C=C1F)C1=NOC(C1)CN1N=NC=C1)F